NCC1=CC=C(O1)CC=1OC(=CC1)CN Bis(5-aminomethylfuran-2-yl)methan